C(#N)C1=C(SC2=C1CN(C(C2)C)CC2=CC(=CC=C2)F)NC(CC2=CC=C(C=C2)S(=O)(=O)C)=O N-(3-Cyano-5-(3-fluorobenzyl)-6-methyl-4,5,6,7-tetrahydrothieno[3,2-c]pyridin-2-yl)-2-(4-(methylsulfonyl)phenyl)-acetamid